C(C=C)[Si](CC=C)(CC=C)CC=C Tetraallyl-silane